NC1=NC(=C2N(C(NC2=N1)=O)CCO)O 2-amino-6-hydroxy-7-(2-hydroxyethyl)-7,9-dihydro-8H-purin-8-one